C(CC)NCCCN 3-(propylamino)propylamine